C(CNC([O-])=O)NC([O-])=O ethane-1,2-diyldicarbamate